6-isopropyl-2-((2S,5R)-4-isopropyl-2,5-dimethylpiperazin-1-yl)-4H-pyrrolo[3,2-d]thiazole C(C)(C)C1=CNC2=C1N=C(S2)N2[C@H](CN([C@@H](C2)C)C(C)C)C